lithium gallate C(C1=CC(O)=C(O)C(O)=C1)(=O)[O-].[Li+]